OC1(CCNCC1)CN1CCN(CC1)C1=CC=C2C(=NN(C2=C1)C)C1C(NC(CC1)=O)=O 3-(6-(4-((4-hydroxypiperidin-4-yl)methyl)piperazin-1-yl)-1-methyl-1H-indazol-3-yl)piperidine-2,6-dione